(R)-N1-(5-(2-(2,5-difluorophenyl)pyrrolidin-1-yl)pyrazolo[1,5-a]pyrimidin-3-yl)-N2,N2-dimethyloxalamide FC1=C(C=C(C=C1)F)[C@@H]1N(CCC1)C1=NC=2N(C=C1)N=CC2NC(C(=O)N(C)C)=O